FC=1C(=C(OC2=NC3=CC=CC=C3C=C2B(O)O)C=CC1F)C [2-(3,4-difluoro-2-methyl-phenoxy)-3-quinolinyl]boronic acid